IC1=CC2=C(CC(C=3C(=NC=NC23)N)(C)C)C=C1OC 9-iodo-8-methoxy-5,5-dimethyl-6H-benzo[h]quinazolin-4-amine